CC1=NC=NC(=C1OC(=O)C=1NC2=CC=CC=C2C1)C 4,6-dimethylpyrimidin-5-yl-1H-indole-2-carboxylate